2-(3-bromo-2-fluorophenyl)-7-cyanoheptanoic acid BrC=1C(=C(C=CC1)C(C(=O)O)CCCCCC#N)F